ClC1=CC(=CC(=N1)NCC(C)(SC)C)C1(COC1)CC1=NN=CN1C 6-chloro-4-{3-[(4-methyl-1,2,4-triazol-3-yl)methyl]oxetan-3-yl}-N-[2-methyl-2-(methylsulfanyl)propyl]pyridin-2-amine